N-(4-((4-(4-(trifluoromethyl)piperidin-1-yl)phenyl)amino)benzyl)pyrrolidine-3-carboxamide ruthenium(II) chloride [Ru](Cl)Cl.FC(C1CCN(CC1)C1=CC=C(C=C1)NC1=CC=C(CNC(=O)C2CNCC2)C=C1)(F)F